COC1=C(C(=NC=2N1N=C(C2C2=CC=CC=C2)C2=CC=CC=C2)NC=2C=C1C(=CN2)NC=C1)C1=CC=C(C=C1)OC 7-methoxy-6-(4-methoxyphenyl)-2,3-diphenyl-N-(1H-pyrrolo[2,3-c]pyridin-5-yl)-pyrazolo[1,5-a]pyrimidin-5-amine